ClC(OC1=CC=C(C=C1)NC(C1=CN=C(C(=C1)NC(C1=C(C=CC=C1)[N+](=O)[O-])=O)N1C[C@@H](CC1)O)=O)(F)F (R)-N-(4-(chlorodifluoromethoxy)phenyl)-6-(3-hydroxypyrrolidin-1-yl)-5-(2-Nitrobenzoylamino)nicotinamide